bis-methyl-ethylketone CC(C)(C)C(=O)C(C)(C)C